NC(CC=1C=C(C=CC1)CC(=O)NC=1C=C(C=C(C1)C(F)(F)F)NC(=O)[N-]C1=C[N+](=NO1)C1CCC(CC1)CN(C)C)=O ((3-(2-(3-(2-Amino-2-oxoethyl)phenyl)-acetamido)-5-(trifluoromethyl)phenyl)-carbamoyl)(3-((1R,4R)-4-((dimethylamino)-methyl)cyclohexyl)-1,2,3-oxadiazol-3-ium-5-yl)amide